3-(2-amino-6-pyridinyl)-4-hydroxyphenyl ketone NC1=NC(=CC=C1)C=1C=C(C=CC1O)C(=O)C1=CC(=C(C=C1)O)C1=CC=CC(=N1)N